tert-butyl N-[(1S)-1-[2-[6-(cyclopropanecarbonylamino)pyrimidin-4-yl]-1,2,4-triazol-3-yl]ethyl]carbamate C1(CC1)C(=O)NC1=CC(=NC=N1)N1N=CN=C1[C@H](C)NC(OC(C)(C)C)=O